2-butyl-1,3-diazaspiro[4.4]nonane-1-ene-4-one C(CCC)C1=NC2(C(N1)=O)CCCC2